(E)-3-(9-ethyl-6-morpholino-8-(pyridin-4-yl)-9H-purin-2-yl)-1-phenylpropan-2-en-1-one C(C)N1C2=NC(=NC(=C2N=C1C1=CC=NC=C1)N1CCOCC1)/C=C/C(=O)C1=CC=CC=C1